N-(8'-(azetidin-1-yl)-4'H-spiro[cyclopropane-1,5'-naphtho[2,1-d]isoxazol]-3'-yl)-4-((1R,5R)-1,4-diazabicyclo[3.2.1]octane-4-carbonyl)-2,6-dimethoxybenzenesulfonamide formate C(=O)O.N1(CCC1)C1=CC=C2C3(CC=4C(=NOC4C2=C1)NS(=O)(=O)C1=C(C=C(C=C1OC)C(=O)N1CCN2CC[C@@H]1C2)OC)CC3